NC1=NC=C(C=C1C1=CC=C(C=C1)S(=O)(=O)NC)Br 4-(2-amino-5-bromopyridin-3-yl)-N-methylbenzene-1-sulfonamide